S1C(=NC2=C1C=CC=C2)NC(=O)C=2C=CC=C1CCN(CC21)C2=CC=C(C(=N2)C(=O)OC(C)(C)C)C2=C(C=C(OCCCN1CCN(CC1)CC(=O)O)C=C2)C 2-[4-[3-[4-[6-[8-(1,3-benzothiazol-2-ylcarbamoyl)-3,4-dihydro-1H-isoquinolin-2-yl]-2-tert-butoxycarbonyl-3-pyridyl]-3-methyl-phenoxy]propyl]piperazin-1-yl]acetic acid